ClC=1N(N=C2C(N(N=CC21)C2C(C2)OC)=O)CC2=C(C=CC=C2)F rac-3-chloro-2-(2-fluorobenzyl)-6-(2-methoxycyclopropyl)-2,6-dihydro-7H-pyrazolo[3,4-d]pyridazin-7-one